((2-(2-fluorophenyl)-3-methyl-1H-indol-5-yl)methyl)pyrimidine-5-carboxamide 5-norbornene-2,3-dicarboxylate C12C(C(C(C=C1)C2)C(=O)O)C(=O)O.FC2=C(C=CC=C2)C=2NC1=CC=C(C=C1C2C)CC2=NC=C(C=N2)C(=O)N